(R)-N-(2-(2-aminopropanamido)ethyl)-4-((3-(1-(2,2-difluoroethyl)-3-(trifluoromethyl)-1H-pyrazol-4-yl)imidazo[1,2-a]pyrazin-8-yl)amino)-2-ethylbenzamide formate C(=O)O.N[C@@H](C(=O)NCCNC(C1=C(C=C(C=C1)NC=1C=2N(C=CN1)C(=CN2)C=2C(=NN(C2)CC(F)F)C(F)(F)F)CC)=O)C